2,8,9-trimethyl-7-(3-(pyridin-4-yl)-7,8-dihydro-1,6-naphthyridin-6(5H)-yl)-4H-pyrimido[1,2-b]pyridazin-4-one CC=1N=C2N(N=C(C(=C2C)C)N2CC=3C=C(C=NC3CC2)C2=CC=NC=C2)C(C1)=O